C1(=CC(=CC=C1)C1=NC(=NC=C1Cl)NC1CCN(CC1)C(=O)C1CCC2(CCN(CC2)C(C)=O)CC1)C1=CC=CC=C1 1-(9-(4-((4-([1,1'-biphenyl]-3-yl)-5-chloropyrimidin-2-yl)amino)piperidine-1-carbonyl)-3-azaspiro[5.5]undecan-3-yl)ethan-1-one